1-bromo-4-(methylsulfonyl)benzene BrC1=CC=C(C=C1)S(=O)(=O)C